4-((3-bromo-5-(4,4-difluoropiperidine-1-carbonyl)pyridin-2-yl)amino)-N-hydroxybenzamidine BrC=1C(=NC=C(C1)C(=O)N1CCC(CC1)(F)F)NC1=CC=C(C(=N)NO)C=C1